2-((2-bromo-5-((1,1,1-trifluoropropan-2-yl)oxy)phenyl)amino)ethan-1-ol BrC1=C(C=C(C=C1)OC(C(F)(F)F)C)NCCO